FC=1C=C(C=CC1)C1=CC(=NN1)C1CCNCC1 4-(5-(3-fluorophenyl)-1H-pyrazol-3-yl)piperidine